[5-[(1S)-1-(tert-butoxycarbonylamino)ethyl]-1-[5-(morpholine-4-carbonyl)thiazol-2-yl]-1,2,4-triazol-3-yl]-N-methyl-carbamic acid tert-butyl ester C(C)(C)(C)OC(N(C)C1=NN(C(=N1)[C@H](C)NC(=O)OC(C)(C)C)C=1SC(=CN1)C(=O)N1CCOCC1)=O